N-(1-(4-((3-Chloro-2,4-difluorophenyl)amino)pyrido[3,2-d]pyrimidin-6-yl)pyrrolidin-3-yl)acrylamide ClC=1C(=C(C=CC1F)NC=1C2=C(N=CN1)C=CC(=N2)N2CC(CC2)NC(C=C)=O)F